NC(C(C(CC1=CC=CC=C1)NC(=O)C1=CC=CC2=C1OC1=C2C=CC=C1)=O)=O N-(4-amino-3,4-dioxo-1-phenylbutan-2-yl)dibenzo[b,d]furan-4-carboxamide